ethyl 4-(2-bromo-3-methoxyphenoxy)butanoate BrC1=C(OCCCC(=O)OCC)C=CC=C1OC